O(C1=CC=CC=C1)C(=O)NC1=CC=C(C=C1)C1CCN(CC1)C(=O)OC(C)(C)C tert-butyl 4-(4-((phenoxycarbonyl) amino)phenyl)piperidine-1-carboxylate